(4R)-N-[2-[5,7-difluoro-2-(4-fluorophenyl)-1H-indol-3-yl]ethyl]-2-oxo-oxazolidine-4-carboxamide FC=1C=C2C(=C(NC2=C(C1)F)C1=CC=C(C=C1)F)CCNC(=O)[C@@H]1NC(OC1)=O